hexachloropara-xylene ClC(C1=CC=C(C=C1)C(Cl)(Cl)Cl)(Cl)Cl